C(CC)(=S)[O-].[Na+] sodium thiopropionate